C[C@H]1OC=2C=CN=C3NC(N(C=4C=CC=5C(NC(N(CCC1)C5C4)(C)C)=O)C32)=O (11R)-11,16,16-trimethyl-10-oxa-2,4,6,15,17-pentazapentacyclo[13.6.2.12,5.019,23.09,24]tetracosa-1(22),5,7,9(24),19(23),20-hexaene-3,18-dione